N-benzyl-carbamic acid [1-[5-[2-(tert-butylsulfamoyl)-4-[[(2R)-1-methylpyrrolidin-2-yl] methoxycarbonylamino] phenyl] thiazol-2-yl]-4-piperidinyl] ester C(C)(C)(C)NS(=O)(=O)C1=C(C=CC(=C1)NC(=O)OC[C@@H]1N(CCC1)C)C1=CN=C(S1)N1CCC(CC1)OC(NCC1=CC=CC=C1)=O